5-(3-morpholino-5-(((tetrahydro-2H-pyran-4-yl)methyl)sulfonyl)phenyl)pyrimidin-2-amine O1CCN(CC1)C=1C=C(C=C(C1)S(=O)(=O)CC1CCOCC1)C=1C=NC(=NC1)N